((7-oxo-9-(trifluoromethyl)-7H-pyrimido[5',4':3,4]cyclopenta[1,2-c]quinolin-2-yl)amino)benzonitrile O=C1C2=C(C3=C1C=NC1=CC=C(C=C31)NC3=C(C#N)C=CC=C3)C=NC(=N2)C(F)(F)F